C(C)(C)(C)C=1N=C(OC1)C1(NC(=CC=C1)C=1OC=C(N1)C(C)(C)C)Cl 2,6-bis[4-(S)-tert-butyl-2-oxazolyl]-2-chloropyridine